2-fluoro-4-(2-hydroxy-propan-2-yl)benzamide FC1=C(C(=O)N)C=CC(=C1)C(C)(C)O